N-[(1R)-1-(1-methylazetidin-3-yl)ethyl]-5-[4-(trifluoromethyl)phenyl]naphthalene-2-carboxamide CN1CC(C1)[C@@H](C)NC(=O)C1=CC2=CC=CC(=C2C=C1)C1=CC=C(C=C1)C(F)(F)F